5-(1H-pyrazol-4-yl)phenol hydrochloride Cl.N1N=CC(=C1)C=1C=CC=C(C1)O